(S)-1-(3-(benzyloxy)phenyl)-3-(dimethylamino)-2-methylpropan-1-one C(C1=CC=CC=C1)OC=1C=C(C=CC1)C([C@H](CN(C)C)C)=O